((S)-tetrahydrofuran-2-yl)chromen-4-one O1[C@@H](CCC1)C=1OC2=CC=CC=C2C(C1)=O